1-iodo-2-(methylsulfinyl)benzene Nonan-5-yl-8-((3-((tert-butoxycarbonyl)amino)propyl)(8-oxo-8-((3-pentyloctyl)oxy)octyl)amino)octanoate CCCCC(CCCC)OC(CCCCCCCN(CCCCCCCC(OCCC(CCCCC)CCCCC)=O)CCCNC(=O)OC(C)(C)C)=O.IC1=C(C=CC=C1)S(=O)C